CC1(CN=CC2=CC=C(C=C12)C1=NC(=NC=C1C)NC1=NC=CC(=C1)CS(=O)(=O)C)C 4,4-Dimethyl-6-(5-methyl-2-((4-((methylsulfonyl)methyl)pyridin-2-yl)amino)pyrimidin-4-yl)-3,4-Dihydroisoquinolin